[Si](C)(C)(C(C)(C)C)OCC(C=C)OC1=NC=CC(=C1)C=1C(=C2CCCC2=CC1)NC(=O)NS(=O)(=O)C N-((5-(2-((1-((tert-butyldimethylsilyl)oxy)but-3-en-2-yl)oxy)pyridin-4-yl)-2,3-dihydro-1H-inden-4-yl)carbamoyl)methanesulfonamide